N4-cyclopropyl-5-iodopyridin-2,4-diamine C1(CC1)NC1=CC(=NC=C1I)N